(R)-2-amino-3-(3-(4-ethyl-1H-pyrazol-5-yl)-5-fluorobenzamido)propanoic acid N[C@@H](C(=O)O)CNC(C1=CC(=CC(=C1)F)C1=C(C=NN1)CC)=O